Cl.C[N+]1=CC(=CC=C1)C(=O)[O-] 1-methylpyridinium-3-carboxylate hydrochloride